N1=C(N=CC2=CC=CC=C12)C(C(=O)N)=CC quinazolinyl-butenamide